tert-butyl 8-[2-fluoro-4-[(9S)-4,5,9,13-tetramethyl-3-thia-1,8,11,12-tetrazatricyclo[8.3.0.02,6]trideca-2(6),4,7,10,12-pentaen-7-yl] phenyl]-2-azaspiro[4.5]decane-2-carboxylate FC1=C(C=CC(=C1)C=1C=2C(=C(SC2N2C(=NN=C2[C@@H](N1)C)C)C)C)C1CCC2(CCN(C2)C(=O)OC(C)(C)C)CC1